2-(5-cyclopropyl-3-methylisoxazol-4-yl)-N-(4-(1-isopropyl-4-(trifluoromethyl)-1H-imidazol-2-yl)benzyl)-7H-purin-6-amine C1(CC1)C1=C(C(=NO1)C)C1=NC(=C2NC=NC2=N1)NCC1=CC=C(C=C1)C=1N(C=C(N1)C(F)(F)F)C(C)C